(2R,6S)-4-((5-(6-((6,7-dihydrothieno[3,2-c]pyridin-5(4H)-yl)methyl)pyridin-3-yl)furan-2-yl)methyl)-2,6-dimethylmorpholine S1C=CC=2CN(CCC21)CC2=CC=C(C=N2)C2=CC=C(O2)CN2C[C@H](O[C@H](C2)C)C